C(CC)C1=CC2=C(NC(=N2)N2CC3=CC(=CC=C3CC2)OC2=C3CCC(NC3=NC=C2)=O)C=C1 5-[[2-(5-propyl-1H-benzimidazol-2-yl)-3,4-dihydro-1H-isoquinolin-7-yl]oxy]-3,4-dihydro-1H-1,8-naphthyridin-2-one